[(3R,4R)-1-(2-cyanoacetyl)-4-methyl-3-piperidylmethyl-amino]-N-[2-oxo-2-(4-piperazin-1-ylanilino)ethyl]pyrrolo[2,3-d]pyrimidine-7-carboxamide C(#N)CC(=O)N1C[C@H]([C@@H](CC1)C)CNC=1N=CC2=C(N1)N(C=C2)C(=O)NCC(NC2=CC=C(C=C2)N2CCNCC2)=O